(E)-2-cyano-N,N-dimethyl-3-(5-(1-(1-methylpiperidin-4-yl)-1,6-dihydroimidazo[4,5-d]pyrrolo[2,3-b]pyridin-2-yl)furan-2-yl)acrylamide C(#N)/C(/C(=O)N(C)C)=C\C=1OC(=CC1)C1=NC=2C(=C3C(=NC2)NC=C3)N1C1CCN(CC1)C